2-Hydrazineyl-3-iodopyridine N(N)C1=NC=CC=C1I